FC=1C(=C2CCC(C2=CC1)=O)[N+](=O)[O-] 5-fluoro-4-nitro-2,3-dihydro-1H-inden-1-one